Methyl-4-((6-amino-8-methoxy-2-(pentylamino)-9H-purin-9-yl)methyl)-benzoate COC(C1=CC=C(C=C1)CN1C2=NC(=NC(=C2N=C1OC)N)NCCCCC)=O